[2-[[[(4R)-4-cyano-4-methyl-isochroman-6-carbonyl]amino]methyl]-4-pyridinyl]-2,7-diazaspiro[3.4]octane-2-carboxylic acid tert-butyl ester C(C)(C)(C)OC(=O)N1C(C2(C1)CCNC2)C2=CC(=NC=C2)CNC(=O)C=2C=C1[C@](COCC1=CC2)(C)C#N